1-methylpyrrolidinium bis(trifluoromethanesulfonyl)imide [N-](S(=O)(=O)C(F)(F)F)S(=O)(=O)C(F)(F)F.C[NH+]1CCCC1